di(nonyl-phenyl)amine C(CCCCCCCC)C1=C(C=CC=C1)NC1=C(C=CC=C1)CCCCCCCCC